C1(CC1)C1=CC(=CC(=N1)C(=O)NC1=CC(=CC=C1)C1(COC1)[C@@H](C1=NN=CN1C)F)CN1CC(C1)(C)F (S)-6-cyclopropyl-N-(3-(3-(fluoro(4-methyl-4H-1,2,4-triazol-3-yl)methyl)oxetan-3-yl)phenyl)-4-((3-fluoro-3-methylazetidin-1-yl)methyl)picolinamide